FC=1C=C2CCN(CC2=CC1C(NC1=NC(=CC=C1)C=1N2C(=NN1)CC[C@H]2C)=O)C(=O)OCC Ethyl (R)-6-fluoro-7-((6-(5-methyl-6,7-dihydro-5H-pyrrolo[2,1-c][1,2,4]triazol-3-yl)pyridin-2-yl)carbamoyl)-3,4-dihydroisoquinoline-2(1H)-carboxylate